acrylic acid potassium salt [K+].C(C=C)(=O)[O-]